(3,5-dioxa-4-phosphacyclohepta[2,1-a:3,4-a']dinaphthalen-4-yl)dimethylamine C1=CC2=C(C=3C=CC=CC13)C=1C(=CC=C3C=CC=CC13)OP(O2)N(C)C